(3S,4r,5R)-1-((1-(4-(trifluoromethyl)phenyl)piperidin-4-yl)methyl)piperidine-3,4,5-triol FC(C1=CC=C(C=C1)N1CCC(CC1)CN1C[C@@H](C([C@@H](C1)O)O)O)(F)F